N-[5-(5-Cyclopropyl-1H-pyrazol-3-yl)-4-fluoro-2-methylphenyl]-6-methylpyrazolo[1,5-a]pyridine-3-carboxamide C1(CC1)C1=CC(=NN1)C=1C(=CC(=C(C1)NC(=O)C=1C=NN2C1C=CC(=C2)C)C)F